3,3-Dibutyl-8-hydroxy-5-phenyl-2,3,4,5-tetrahydro-1,5-benzothiazepine-7-carbonitrile 1,1-dioxide C(CCC)C1(CS(C2=C(N(C1)C1=CC=CC=C1)C=C(C(=C2)O)C#N)(=O)=O)CCCC